CC1=CC=C2C(=NNC2=C1)C1=CC=C2CCCN(C2=C1)C(C=C)=O 1-[7-(6-methyl-1H-indazol-3-yl)-3,4-dihydro-2H-quinolin-1-yl]prop-2-en-1-one